COC=1C=C(C=CC1)C1=NC2=CC=CC=C2C(N1)=O (3-methoxyphenyl)quinazolin-4(3H)-one